7-methoxy-2-methylene-10-((2-(trimethylsilyl)ethoxy)methyl)-2,3-dihydro-1H-benzo[e]pyrrolo[1,2-a][1,4]diazepine-5,11(10H,11aH)-dione COC1=CC2=C(N(C(C3N(C2=O)CC(C3)=C)=O)COCC[Si](C)(C)C)C=C1